C(=O)(O)CCC1(OC2=CC=CC=C2CC1)O carboxyethylchromanol